FC1=CC=C2C(=CN=CC2=C1)C1=CC=C(C=C1)C=1C=NN(C1)CC(=O)OC(C)(C)C tert-Butyl 2-(4-(4-(7-fluoroisoquinolin-4-yl)phenyl)-1H-pyrazol-1-yl)acetate